O(C1=CC=C(C=C1)S(=O)(=O)NN)C1=CC=C(C=C1)S(=O)(=O)NN 4,4'-oxybis-(benzenesulfonhydrazide)